C1(=CC=CC=C1)C(=CCN1CCCC2=CC(=CC=C12)F)C1=CC=CC=C1 1-(3,3-diphenylallyl)-6-fluoro-1,2,3,4-tetrahydroquinoline